7,9-Difluoro-8-(7-fluoro-1H-indazol-4-yl)-1,4,4-trimethyl-5H-[1,2,4]triazolo[4,3-a]quinoxaline FC=1C=C2NC(C=3N(C2=C(C1C1=C2C=NNC2=C(C=C1)F)F)C(=NN3)C)(C)C